C(C)(=O)NC=1C=NN(C1)C1CN(C1)C1=C(C=C2C(C(=CN(C2=N1)C=1SC=CN1)C(=O)O)=O)F 7-[3-(4-acetamido-1H-pyrazol-1-yl)azetidin-1-yl]-6-fluoro-4-oxo-1-(1,3-thiazol-2-yl)-1,4-dihydro-1,8-naphthyridine-3-carboxylic acid